BrCCCCCCC(=O)OCCCCC\C=C/CC (Z)-non-6-en-1-yl 7-bromoheptanoate